1-(trans-4-((4-(4-chloro-1H-pyrazol-3-yl)-5-(trifluoromethyl)pyrimidin-2-yl)amino)cyclohexyl)-1-(5-(1-(cyclopropylmethyl)-1H-pyrazol-4-yl)pyrazin-2-yl)-3-(2,2,2-trifluoroethyl)urea ClC=1C(=NNC1)C1=NC(=NC=C1C(F)(F)F)N[C@@H]1CC[C@H](CC1)N(C(=O)NCC(F)(F)F)C1=NC=C(N=C1)C=1C=NN(C1)CC1CC1